BrC=1C(=NC=NC1F)F 5-bromo-4,6-difluoropyrimidine